BrC1=CC=C(C=C1)C=1C=2N(C=3C=CC=CC3N1)C1=CC=CC=C1C2 6-(4-bromophenyl)indolo[1,2-a]quinoxaline